O1C(CCCC1)N1N=CC2=CC=CC=C12 1-(oxan-2-yl)-1H-indazole